C(C)(C)(C)OC(=O)N1[C@H](CC(C1)C1=C(C2=C(N=CN=C2N)N1C)Br)C (2S)-4-(4-amino-5-bromo-7-methyl-7H-pyrrolo[2,3-d]pyrimidin-6-yl)-2-methylpyrrolidine-1-carboxylic acid tert-butyl ester